copper dicarbonate C(=O)([O-])OC(=O)[O-].[Cu+2]